1-((2R,3R,4S,6R)-4-acetoxy-6-allyl-3-(2-(4-cyclohexyl-1H-1,2,3-triazol-1-yl)acetamido)-6-(methoxycarbonyl)tetrahydro-2H-pyran-2-yl)propane-1,2-diyl diacetate C(C)(=O)OC(C(C)OC(C)=O)[C@@H]1O[C@](C[C@@H]([C@H]1NC(CN1N=NC(=C1)C1CCCCC1)=O)OC(C)=O)(C(=O)OC)CC=C